COC=1C=C(C(=O)N)C=CC1C 3-methoxy-4-methylbenzamid